N-[(1-hydroxy-cyclopropyl)-methyl]-acetamide OC1(CC1)CNC(C)=O